C1(CCCCCC1)[NH2+]CC(NC1=CC=C(C=C1)[C@H](C)[C@H](C(=O)N1CCN(CC1)C)NC(C=C)=O)=O (S)-cycloheptyl-({4-[(2S,3r)-4-(4-methylpiperazin-1-yl)-4-oxo-3-acrylamidobutan-2-yl]phenyl}carbamoyl)methylammonium